OC1=C(C(N(C=C1)C)=O)NC(N[C@@H](CC(=O)O)C1=CC(=CC=C1)CC1=CC(=CC=C1)C)=O (S)-3-(3-(4-hydroxy-1-methyl-2-oxo-1,2-dihydropyridin-3-yl)ureido)-3-(3-(3-methylbenzyl)phenyl)propanoic acid